O1C[C@H](CCC1)N (3S)-tetrahydropyran-3-amine